FC(OC1=CC(=C2CN(C(C2=C1)=O)C1=CC(=CC=C1)C1(COC1)CC1=NN=CN1C)C(F)(F)F)F 6-(difluoromethoxy)-2-(3-(3-((4-methyl-4H-1,2,4-triazol-3-yl)methyl)oxetan-3-yl)phenyl)-4-(trifluoromethyl)isoindolin-1-one